N-(4-(2-(((2s,5s)-5-aminooctahydropentalen-2-yl)amino)quinazolin-6-yl)-2-fluorophenyl)-chlorobenzenesulfonamide NC1CC2CC(CC2C1)NC1=NC2=CC=C(C=C2C=N1)C1=CC(=C(C=C1)NS(=O)(=O)C1=C(C=CC=C1)Cl)F